C(C=C)OC1=C(C=C(C=C1)C)N1C2=CC=CC=C2C=2C=CC=CC12 9-(2-(allyloxy)-5-methylphenyl)-9H-carbazole